C(#C)C=1C(=NN(C1)C)C 4-ethynyl-1,3-dimethylpyrazole